C(=O)(O)[O-].[Na+] The molecule is an organic sodium salt and a one-carbon compound. It has a role as an antacid and a food anticaking agent. It contains a hydrogencarbonate.